2-methyl-1-(8-(2-(pyridin-4-yl)pyrido[3,4-d]pyrimidin-4-yl)-2,8-diazaspiro[4.5]decan-2-yl)-4-(trimethylsilyl)but-3-yn-2-ol lithium [Li].CC(CN1CC2(CC1)CCN(CC2)C=2C1=C(N=C(N2)C2=CC=NC=C2)C=NC=C1)(C#C[Si](C)(C)C)O